[C@H]12OC[C@H](N(C1)C=1C=CC=3N(C1)N=C(N3)C3=C1C=C(N=CC1=C(N=C3)NC)NC(=O)C3(CC3)F)C2 N-(5-(6-((1R,4R)-2-oxa-5-azabicyclo[2.2.1]heptan-5-yl)-[1,2,4]triazolo[1,5-a]pyridin-2-yl)-8-(methylamino)-2,7-naphthyridin-3-yl)-1-fluorocyclopropane-1-carboxamide